ClC=1C=C(C2=C(N=C(O2)[C@H]2N(CCC3=C2N=CN3)C(=O)C3=C(N=CO3)C(F)F)C1)F (S)-(4-(5-chloro-7-fluorobenzo[d]oxazol-2-yl)-6,7-dihydro-1H-imidazo[4,5-c]pyridin-5(4H)-yl)(4-(difluoromethyl)oxazol-5-yl)methanone